butyl 4-{[(2S)-4-{5-[(3RS)-2,6-dioxopiperidin-3-yl]pyridin-2-yl}-2-methylpiperazin-1-yl]methyl}piperidine-1-carboxylate O=C1NC(CC[C@@H]1C=1C=CC(=NC1)N1C[C@@H](N(CC1)CC1CCN(CC1)C(=O)OCCCC)C)=O |&1:6|